isophthalic acid-bis-(4-benzoyl-phenyl)amide C(C1=CC=CC=C1)(=O)C1=CC=C(C=C1)N(C(C1=CC(C(=O)O)=CC=C1)=O)C1=CC=C(C=C1)C(C1=CC=CC=C1)=O